4-chloro-3-(trifluoromethyl)-1H-pyrrolo[2,3-b]pyridine ClC1=C2C(=NC=C1)NC=C2C(F)(F)F